N[C@H](C(=O)O)CC=P(=O)CO (S)-2-amino-4-(hydroxy(methyl)phosphonoyl)butanoic acid